C(C1=CC=CC=C1)(=O)NCC(=O)OCC(=O)C1=CC=C(C=C1)OC1=C(C=C(C=C1)Cl)[N+](=O)[O-] [2-[4-(4-chloro-2-nitro-phenoxy)phenyl]-2-oxoethyl] 2-benzamidoacetate